methyl 4-(4-(3,4-dichlorophenyl)-5-isobutylthiazol-2-yl)-1-(3-(1,3-dioxoisoindolin-2-yl)propanoyl)piperazine-2-carboxylate ClC=1C=C(C=CC1Cl)C=1N=C(SC1CC(C)C)N1CC(N(CC1)C(CCN1C(C2=CC=CC=C2C1=O)=O)=O)C(=O)OC